BrC1=CC=CC2=C1O[C@@H](CO2)CNC(C2=CC=C(C=C2)OCCN(C)C)=O N-((R)-8-Bromo-2,3-dihydro-benzo[1,4]dioxin-2-ylmethyl)-4-(2-dimethylamino-ethoxy)-benzamide